C1(CC1)C=1N=C2N(N=CC=C2C(=O)N[C@H]2CCOC3=CC(=CC=C23)F)C1C(=O)N 2-Cyclopropyl-N8-[(4S)-7-fluorochroman-4-yl]imidazo[1,2-b]pyridazine-3,8-dicarboxamide